C[C@@H]1CN(C[C@@H](O1)C)C(=O)C=1C2=C(N(N1)CC(=O)N1CCC(CC1)C1=CC=CC3=CC=CC=C13)CCC2 2-{3-[(2R,6S)-2,6-Dimethylmorpholin-4-carbonyl]-5,6-dihydrocyclopenta[c]pyrazol-1(4H)-yl}-1-[4-(naphthalin-1-yl)piperidin-1-yl]ethan-1-on